2,2,6,6-tetramethylphosphinane 1-oxide CC1(P(C(CCC1)(C)C)=O)C